BrC1=CC=C(C=C1)C1(CCOCC1)NC1CN(C1)C(=O)OCC1=CC=CC=C1 benzyl 3-{[4-(4-bromophenyl)tetrahydro-2H-pyran-4-yl]amino}azetidine-1-carboxylate